4-chloro-3-fluorophenyl-(phenyl)carbamoyl chloride ClC1=C(C=C(C=C1)N(C(=O)Cl)C1=CC=CC=C1)F